(E)-3-(3-chloro-5-fluorophenyl)-N-((S)-1-oxo-1-(((S)-1-oxo-3-((S)-2-oxopyrrolidin-3-yl)propan-2-yl)amino)-3-phenylpropan-2-yl)acrylamide ClC=1C=C(C=C(C1)F)/C=C/C(=O)N[C@H](C(N[C@H](C=O)C[C@H]1C(NCC1)=O)=O)CC1=CC=CC=C1